N,N-dimethylanilinium tetrakis(3,5-ditrifluoromethylphenyl)borate FC(C=1C=C(C=C(C1)C(F)(F)F)[B-](C1=CC(=CC(=C1)C(F)(F)F)C(F)(F)F)(C1=CC(=CC(=C1)C(F)(F)F)C(F)(F)F)C1=CC(=CC(=C1)C(F)(F)F)C(F)(F)F)(F)F.C[NH+](C1=CC=CC=C1)C